4,6-dihydroxy-2-methylthiopyrimidine OC1=NC(=NC(=C1)O)SC